bis(2,4,6-tri-t-butyl-phenyl)pentaerythritol diphosphite OP(O)OP(O)O.C(C)(C)(C)C1=C(C(=CC(=C1)C(C)(C)C)C(C)(C)C)C(O)(C(CO)(CO)CO)C1=C(C=C(C=C1C(C)(C)C)C(C)(C)C)C(C)(C)C